ClC=1C(=C(C(=CC1)N1N=NC(=C1)C(F)(F)F)C=1C=CC=[N+](C1)[O-])F 5-(3-chloro-2-fluoro-6-(4-(trifluoromethyl)-1H-1,2,3-triazol-1-yl)phenyl)pyridine 1-oxide